[K+].P([O-])([O-])([O-])=O.[K+].[K+] ortho-phosphoric acid potassium salt